1-(3-((5-Chloro-2-((3-methyl-1-(1-methylpiperidin-4-yl)-1H-pyrazol-4-yl)amino)pyrimidin-4-yl)amino)propyl)-3-methyltetrahydropyrimidin-2(1H)-on ClC=1C(=NC(=NC1)NC=1C(=NN(C1)C1CCN(CC1)C)C)NCCCN1C(N(CCC1)C)=O